CP(=O)(C)C1=CC(=C(C=C1)NC=1N=C(C2=C(N1)NC=C2C#N)NCCC)OC 2-((4-(dimethylphosphoryl)-2-methoxyphenyl)amino)-4-(propylamino)-7H-pyrrolo[2,3-d]pyrimidine-5-carbonitrile